3-amino-4-(7-fluoro-1H-indazol-4-yl)-6-(3-hydroxypyrrolidin-1-yl)-1H-1,7-phenanthrolin-2-one NC=1C(NC2=C3C=CC=NC3=C(C=C2C1C1=C2C=NNC2=C(C=C1)F)N1CC(CC1)O)=O